CC=1C(=NC=C(C1)C)C1=CC=C(C(=O)OC)C=C1 methyl 4-(3,5-dimethylpyridin-2-yl)benzoate